C1(=CC=CC=C1)[B-](C1=CC=CC=C1)(C1=CC=CC=C1)C1=CC=CC=C1.C(C1=CC=CC=C1)[N+](CCCC)(CCCC)CCCC benzyl-(tri-n-butyl)ammonium tetraphenylborate